N[C@@]1(CN(CC1)C1=C(C(=NC=C1C(=O)NC1CCCC1)C#N)C1=CC(=NC=C1)OC)C 4-[(3S)-3-amino-3-methylpyrrolidin-1-yl]-2-cyano-N-cyclopentyl-2'-methoxy-[3,4'-bipyridine]-5-carboxamide